N-(tert-butoxycarbonyl)-3-cyclopropyl-L-alanine C(C)(C)(C)OC(=O)N[C@@H](CC1CC1)C(=O)O